OC1CC(CC1)C(=O)NN 3-hydroxycyclopentanecarbohydrazide